4-(6-nitro-1H-benzimidazol-2-yl)phenol [N+](=O)([O-])C=1C=CC2=C(NC(=N2)C2=CC=C(C=C2)O)C1